C1(=CC=C(C=C1)CC1=NC=CC(=C1)N(C)C)C1=CC=C(C=C1)CC1=NC=CC(=C1)N(C)C ([1,1'-biphenyl]-4,4'-diylbis(methylene))bis(N,N-dimethylpyridin-4-amine)